3-(5-Fluoro-4-(hydroxymethyl)pyridin-2-yl)piperidine-2,6-dione FC=1C(=CC(=NC1)C1C(NC(CC1)=O)=O)CO